FC=1C(=NC=C(C1C)OC1CCN(CC1)[C@H](C)C1=CC=CC=C1)S(=O)(=O)NC1=NC(=CC=C1)F (R)-3-fluoro-N-(6-fluoropyridin-2-yl)-4-methyl-5-((1-(1-phenylethyl)piperidin-4-yl)oxy)pyridine-2-sulfonamide